ethyl 5-methoxy-1,8,10-triazatricyclo[7.4.0.02,7]trideca-2(7),3,5,8,10,12-hexaene-11-carboxylate COC=1C=CC=2N3C=CC(=NC3=NC2C1)C(=O)OCC